Cl.Cl.C1(=NC=CC2=CC=CC=C12)N1CC(C(C1)C1=CC=CC=C1)C(=O)N (Isoquinolin-1-yl)-4-phenylpyrrolidine-3-carboxamide dihydrochloride